[C@@H]1(CC[C@@H](C)O1)N1C(=O)NC(=O)C(C)=C1 dideoxythymidine